N-trifluoroethoxyphthalimide FC(CON1C(C=2C(C1=O)=CC=CC2)=O)(F)F